3-(4-ethylanilino)butyric acid C(C)C1=CC=C(NC(CC(=O)O)C)C=C1